C1(=CC=CC=C1)S(=O)(=O)OC=1C(=CC=2C3CC[C@@]4([C@H](CCC4C3CCC2C1)OS(=O)(=O)C1=CC=CC=C1)C)OC (13S,17S)-2-methoxy-13-methyl-7,8,9,11,12,13,14,15,16,17-decahydro-6H-cyclopenta[a]phenanthrene-3,17-diyl dibenzenesulfonate